2-(1-{7-Bromo-8-chloro-6-fluoro-3-methanesulfonyl-10-oxa-2,4,13-triazatricyclo[7.4.1.0^{5,14}]tetradeca-1,3,5(14),6,8-pentaen-13-yl}ethyl)cyclopropane-1-carbonitrile BrC1=C(C=2N=C(N=C3N(CCOC(=C1Cl)C32)C(C)C3C(C3)C#N)S(=O)(=O)C)F